OC=1C=C(C#N)C=CC1C1=NN=C(C2=CC=CC=C12)N[C@H]1CN(CCC1)C(C)C (R)-3-hydroxy-4-(4-((1-isopropylpiperidin-3-yl)amino)phthalazin-1-yl)benzonitrile